C(C)(C)(C)C1=CC=2C(C3=CC(=CC=C3NC2C=C1)C(C)(C)C)=O 2,7-di-tert-butyl-9(10H)-acridone